N-(3-(5-((3-acrylamido-4-(3-hydroxypiperidine-1-carbonyl)phenyl)amino)-1-methyl-6-oxo-1,6-dihydropyridin-3-yl)-2-methylphenyl)-4-(dimethylamino)benzamide C(C=C)(=O)NC=1C=C(C=CC1C(=O)N1CC(CCC1)O)NC1=CC(=CN(C1=O)C)C=1C(=C(C=CC1)NC(C1=CC=C(C=C1)N(C)C)=O)C